Cl.CC1(C2C(NC(C12)=O)=O)C 6,6-dimethyl-3-azabicyclo[3.1.0]hexane-2,4-dione hydrochloride